6-(3-Fluoro-5-isobutoxyphenyl)-N-(2-pyridylsulfonyl)-2-(2,2,4-trimethylpyrrolidin-1-yl)pyridin-3-carboxamid FC=1C=C(C=C(C1)OCC(C)C)C1=CC=C(C(=N1)N1C(CC(C1)C)(C)C)C(=O)NS(=O)(=O)C1=NC=CC=C1